methyl 6'-(4-(3,4-dichlorophenyl)-5-isopropylthiazol-2-ylamino)-2,3'-bipyridine-5'-carboxylate ClC=1C=C(C=CC1Cl)C=1N=C(SC1C(C)C)NC1=C(C=C(C=N1)C1=NC=CC=C1)C(=O)OC